F[B-](F)(F)F.C(C)(=O)NC1CC([N+](C(C1)(C)C)=O)(C)C 4-acetamido-2,2,6,6-tetramethyl-1-oxopiperidinium tetrafluoroborate